S1N=NC(=C1)CN1C(N(C2=NC=C(C=C21)Br)C)=O 1-((1,2,3-thiadiazol-4-yl)methyl)-6-bromo-3-methyl-1,3-dihydro-2H-imidazo[4,5-b]pyridin-2-one